O[C@@H](C)C1=C(C=C(C=N1)OCCN1CCC2(CC1)C(NC1=CC=C(C=C12)C#N)=O)C(F)(F)F |o1:1| 1'-[2-({6-[(1S) or (1R)-1-hydroxyethyl]-5-(trifluoromethyl)pyridin-3-yl}oxy)ethyl]-2-oxo-1,2-dihydrospiro[indole-3,4'-piperidine]-5-carbonitrile